7-methoxy-4-(3-phenyl-1-(2,2,2-trifluoroethyl)-1H-pyrazol-4-yl)quinazolin-6-yl (S)-2,4-dimethylpiperazine-1-carboxylate C[C@@H]1N(CCN(C1)C)C(=O)OC=1C=C2C(=NC=NC2=CC1OC)C=1C(=NN(C1)CC(F)(F)F)C1=CC=CC=C1